CC1(CC2N(C=3C=CC=CC3N(C2)C2=CC=C(C=C2)C(F)(F)F)CC1)C(=O)OC methyl 8-methyl-5-(4-(trifluoromethyl)phenyl)-6,6a,7,8,9,10-hexahydro-5H-pyrido[1,2-a]quinoxaline-8-carboxylate